C1(CC1)C1=NC(=NO1)C1=CC2=C(C(CO2)NC(=O)C=2C=NN(C2)C)C=C1 N-(6-(5-cyclopropyl-1,2,4-oxadiazol-3-yl)-2,3-dihydrobenzofuran-3-yl)-1-methyl-1H-pyrazole-4-carboxamide